benzyl 2,4-dichloro-5,8-dihydropyrido[3,4-d]pyrimidine-7(6H)-carboxylate ClC=1N=C(C2=C(N1)CN(CC2)C(=O)OCC2=CC=CC=C2)Cl